CN1CCN(CC1)N(C)C N-Methyl-N'-dimethylaminopiperazine